1,3-bis(2-ethylhexyl)-5-(selenophen-2-yl)-7-(thiazol-2-yl)-4H,8H-benzo[1,2-c:4,5-c']dithiophene-4,8-dione C(C)C(CC1=C2C(=C(S1)CC(CCCC)CC)C(C=1C(=C(SC1C=1[Se]C=CC1)C=1SC=CN1)C2=O)=O)CCCC